(R)-2-(4-(methylcarbamoyl)phenyl)-N-(2-(1-methylpyrrolidin-2-yl)ethyl)benzo[d]imidazo[2,1-b]thiazole-7-carboxamide CNC(=O)C1=CC=C(C=C1)C=1N=C2SC3=C(N2C1)C=CC(=C3)C(=O)NCC[C@@H]3N(CCC3)C